OC1=C(C(=O)C2=CC=C(C=C2)O)C(=CC(=C1)O)O 2,4,6,4'-tetrahydroxybenzophenone